4-(6-fluoropyridin-3-yl)-1H-pyrrole-2-carbaldehyde FC1=CC=C(C=N1)C=1C=C(NC1)C=O